2,4-dimethoxybenzyl (S)-10-cyclopropyl-1-(9H-fluoren-9-yl)-3,6-dioxo-2,9-dioxa-4,7-diazaundecan-11-oate C1(CC1)[C@H](OCNC(CNC(OCC1C2=CC=CC=C2C=2C=CC=CC12)=O)=O)C(=O)OCC1=C(C=C(C=C1)OC)OC